tert-butyl (3S,4R)-4-{[(1S,2R)-2-(2-{2-cyclopropyl-3',5'-difluoro-[1,1'-biphenyl]-3-yl}acetamido)-3,3-difluorocyclohexyl]oxy}-3-fluoropiperidine-1-carboxylate C1(CC1)C1=C(C=CC=C1CC(=O)N[C@@H]1[C@H](CCCC1(F)F)O[C@H]1[C@H](CN(CC1)C(=O)OC(C)(C)C)F)C1=CC(=CC(=C1)F)F